diethylene glycol di-lactate C(C(O)C)(=O)OCCOCCOC(C(O)C)=O